C12(C=CC(CC1)C2)CO Norbornenmethanol